1-[6-[4-[3-chloro-2-fluoro-4-[[(3S)-tetrahydrofuran-3-yl]methoxy]anilino]pyrido[3,2-d]pyrimidin-6-yl]-1,6-diazaspiro[3.3]heptan-1-yl]prop-2-en-1-one ClC=1C(=C(NC=2C3=C(N=CN2)C=CC(=N3)N3CC2(CCN2C(C=C)=O)C3)C=CC1OC[C@@H]1COCC1)F